BrC1=C(C=CC(N1C)=O)Cl 6-bromo-5-chloro-1-methylpyridin-2(1H)-one